OC(CC(=O)[O-])CCC 3-hydroxycaproat